BrC=1C=C2C(=CN(C2=CC1)C(=O)OC(C)(C)C)NC(=O)OC(C)(C)C tert-Butyl 5-bromo-3-((tert-butoxycarbonyl) amino)-1H-indole-1-carboxylate